6-[2-(7-Chloro-5-fluoro-4-methoxy-2-methyl-indol-1-yl)-ethylamino]-pyrimidin ClC=1C=C(C(=C2C=C(N(C12)CCNC1=CC=NC=N1)C)OC)F